C1CC[NH+](CC1)CCC(C2CC3CC2C=C3)(C4=CC=CC=C4)O.[Cl-] The molecule is the hydrochloride salt of biperiden. A muscarinic antagonist affecting both the central and peripheral nervous systems, it is used in the treatment of all forms of Parkinson's disease. It has a role as a muscarinic antagonist, a parasympatholytic and an antiparkinson drug. It is a hydrochloride, a member of piperidines and a tertiary alcohol. It contains a biperiden.